N-((2-(6-(2,6-dimethylmorpholino-2,3,3,5,5,6-d6)-4-fluoropyridin-2-yl)-1,6-naphthyridin-7-yl)methyl)-3-((2-hydroxyethyl-2,2-d2)sulfonyl)-4-(methyl-d3)benzamide CC1(OC(C(N(C1([2H])[2H])C1=CC(=CC(=N1)C1=NC2=CC(=NC=C2C=C1)CNC(C1=CC(=C(C=C1)C([2H])([2H])[2H])S(=O)(=O)CC([2H])([2H])O)=O)F)([2H])[2H])([2H])C)[2H]